FC1=CC2=C(N=C(O2)N2CC(C2)CN(C(C)=O)C)C=C1 N-[[1-(6-fluoro-2-benzoxazolyl)-3-azetidinyl]methyl]-N-methylacetamide